C(C)C=1C=NC(=NC1)N1CCC(CC1)CCCOC1=CC(=C(C(=C1)F)C=1O[C@H](CN1)C)F (S)-2-(4-(3-(1-(5-ethylpyrimidin-2-yl)piperidin-4-yl)propoxy)-2,6-difluorophenyl)-5-methyl-4,5-dihydrooxazole